N-Boc-3,5-difluoro-4,4-dihydroxypiperidine C(=O)(OC(C)(C)C)N1CC(C(C(C1)F)(O)O)F